CN1C(C(CC1)C1=NC(=NC(=C1)N1[C@@H](COCC1)C)C1=C2C(=NC=C1)NC=C2)=O 1-Methyl-3-(6-((R)-3-methylmorpholino)-2-(1H-pyrrolo[2,3-b]pyridin-4-yl)pyrimidin-4-yl)pyrrolidin-2-one